CN(C)CC1=CC=C(O1)C#CC#CC1=CC=C(C(=O)N[C@H](C(=O)OC)[C@@H](C)O)C=C1 Methyl (2s,3r)-2-(4-((5-((dimethylamino) methyl) furan-2-yl) but-1,3-diynyl) benzoylamino)-3-hydroxybutyrate